ClC1=NC(=C2C(=N1)N(N=C2)[C@@H]2[C@H]([C@H]([C@@H](O2)CO[C@@](CC2=CC=C(C(=O)O)C=C2)(CO)P(=O)(O)O)O)O)NC2CCCC2 |r| rac-4-((R)-2-(((2S,3R,4S,5S)-5-(6-chloro-4-(cyclopentylamino)-1H-pyrazolo[3,4-d]pyrimidin-1-yl)-3,4-dihydroxytetrahydro-furan-2-yl)methoxy)-3-hydroxy-2-phosphonopropyl)benzoic acid